7β,12β-dihydroxy-3-keto-5β-cholane O[C@@H]1[C@H]2[C@@H]3CC[C@H]([C@@H](CCC)C)[C@]3([C@@H](C[C@@H]2[C@]2(CCC(C[C@H]2C1)=O)C)O)C